N=1N(N=CC1)C1(CC1)C1=NN(C(=C1)N)C1CC1 3-(1-(2H-1,2,3-triazol-2-yl)cyclopropyl)-1-cyclopropyl-1H-pyrazole-5-amine